N[C@@H]([C@@H](C(=O)OC)NC(=O)OC(C)(C)C)C (2S,3R)-methyl 3-amino-2-((tert-butoxycarbonyl)amino)butanoate